(1-methylcyclohexyl)methyl N-{[2-(2,6-dioxopiperidin-3-yl)-3-oxo-2,3-dihydro-1H-isoindol-5-yl]methyl}carbamate O=C1NC(CCC1N1CC2=CC=C(C=C2C1=O)CNC(OCC1(CCCCC1)C)=O)=O